(S)-2-amino-6-hydroxycaproic acid N[C@H](C(=O)O)CCCCO